COC(=O)C1CC(C1)=C 3-methylenecyclobutane-1-carboxylic acid methyl ester